ClC=1C=C(C=CC1)C1(SCCCS1)\C=C\C=C(C1=CC=C(C=C1)OC)C1=CC=C(C=C1)OC (E)-2-(3-chlorophenyl)-2-(4,4-bis(4-methoxyphenyl)-1,3-butadienyl)-1,3-dithiane